ClC=1C=C(C(C=2C=C3C(C(=CN(C3=CC2)[C@H](CO)CC2=CC=CC=C2)C(=O)O)=O)F)C=CC1 (S)-6-(3-Chloro-Z-fluorobenzyl)-1-(1-benzyl-2-hydroxyethyl)-4-oxo-1,4-dihydroquinoline-3-carboxylic acid